ClC1=CC=C(C=C1)C1CN(C1)C(=O)OC(C)(C)C Tert-butyl 3-(4-chlorophenyl)azetidine-1-carboxylate